4-(3-(3,6-dihydro-2H-pyran-4-yl)-1-isobutyl-1H-pyrrolo[2,3-b]pyridine-6-carbonyl)-3,3-dimethylpiperazin-2-one O1CCC(=CC1)C1=CN(C2=NC(=CC=C21)C(=O)N2C(C(NCC2)=O)(C)C)CC(C)C